C(C=C)(=O)NC1CC2(CC(C2)NC(OC(C)(C)C)=O)C1 tert-butyl (6-acrylamidospiro[3.3]heptan-2-yl)carbamate